2-oxo-azepane-1-carboxamide O=C1N(CCCCC1)C(=O)N